N1C=NC2=C1C=CC(=C2)C2=CC(=NC=N2)NCCN2C(=CC1=C(C=CC(=C21)F)OC)C#N 1-{2-[6-(1H-Benzoimidazol-5-yl)-pyrimidin-4-ylamino]-ethyl}-7-fluoro-4-methoxy-1H-indol-2-carbonitril